ClC1=C(C(=CC=C1)Cl)C1=CC2=C(N=C(N=C2)NC=2N=NC(=CC2)OCCN2CC3N(C(C2)C3)C)N(C1=O)C 6-(2,6-dichlorophenyl)-8-methyl-2-((6-(2-(6-methyl-3,6-diazabicyclo[3.1.1]heptan-3-yl)ethoxy)pyridazin-3-yl)amino)pyrido[2,3-d]pyrimidin-7(8H)-one